(e)-2-(4-bromo-2-(3-(5-chloro-2-(((6-chloropyridin-2-yl)oxy)methyl)phenyl)allyl)phenyl)acetic acid BrC1=CC(=C(C=C1)CC(=O)O)C\C=C\C1=C(C=CC(=C1)Cl)COC1=NC(=CC=C1)Cl